ClC1=NC=C(C(=C1)C=1C=CN[C@@](C1)(NC=1SC(=NN1)OCC1=NC=C(C=C1)C(C)O)C)OC (R)-2'-chloro-N-(5-((5-(1-hydroxyethyl)pyridin-2-yl)methoxy)-1,3,4-thiadiazol-2-yl)-5'-methoxy-6-methyl-6-(4,4'-bipyridyl)amine